C(CCC)CC(=O)[O-].C(CCC)OC(C)=O.C(C=C)(=O)NCCC[N+](CC)(CC)CC acryloylaminopropyl-triethylammonium butyl-acetate (BUTYL-ACETATE)